C(C)N(C(=O)N1C(CCCC1)C)C N-ethyl-N,2-dimethylpiperidine-1-carboxamide